(Z)-1-(4-(1-(4-(cyanomethoxy)phenyl)-1H-1,2,4-triazol-3-yl)-2-fluorophenyl)-3-(3-(5-(dimethylamino)-2-isopropylphenyl)-4-oxothiazolidin-2-ylidene)urea C(#N)COC1=CC=C(C=C1)N1N=C(N=C1)C1=CC(=C(C=C1)NC(=O)\N=C\1/SCC(N1C1=C(C=CC(=C1)N(C)C)C(C)C)=O)F